CN(CC(=O)N=[N+]=[N-])C(CCCCCCCC=CCCCCCCCC)=O n-Methyl-N-(1-oxo-9-octadecenyl)glycine azide